NC=1SC2=C(N1)C=CC=C2N2N=CC(=C2C(F)(F)F)C(=O)NC=2C=NC(=C(C2)Cl)N2N=CC=N2 1-(2-Aminobenzo[d]thiazol-7-yl)-N-(5-chloro-6-(2H-1,2,3-triazol-2-yl)pyridin-3-yl)-5-(trifluoromethyl)-1H-pyrazol-4-carboxamid